(S)-3-(octadecyloxy)propane-1,2-diol C(CCCCCCCCCCCCCCCCC)OC[C@H](CO)O